ClC=1C=C(C=C(C1)Cl)C1=NOC(C1)(C(=O)N[C@@H]1C[C@@H](OC1)C(=O)OC)OC |o1:16,18| Methyl rel-(2R,4R)-4-[[3-(3,5-dichlorophenyl)-5-methoxy-4H-isoxazol-5-carbonyl]amino]tetrahydrofuran-2-carboxylate